(1-methylpiperidin-4-yl)-1-(2,2,2-trifluoroethyl)-1H-indol-4-amine CN1CCC(CC1)C=1N(C=2C=CC=C(C2C1)N)CC(F)(F)F